(5-cyclopropyl-1H-pyrazole-3-yl)-2-(5-((3-methoxyphenyl)sulfonyl)-2,5-diazabicyclo[2.2.1]heptan-2-yl)quinazolin-4-amine C1(CC1)C1=CC(=NN1)C1=C2C(=NC(=NC2=CC=C1)N1C2CN(C(C1)C2)S(=O)(=O)C2=CC(=CC=C2)OC)N